IC1=CC(=C(C(=O)NC=2C3=C(SC2)C=CC(=C3)C(F)(F)F)C=C1)N1CCC3(CC3)CC1 4-iodo-2-(6-azaspiro[2.5]oct-6-yl)-N-(5-(trifluoromethyl)benzo[b]thiophen-3-yl)benzamide